FC1=C(C=CC(=C1)F)C1=NN(C=C1C=1C2=C(N=CN1)C=C(C(=N2)NC(=O)C21CN(CC1C2)C)OC)C N-(4-(3-(2,4-difluorophenyl)-1-methyl-1H-pyrazol-4-yl)-7-methoxypyrido[3,2-d]pyrimidin-6-yl)-3-methyl-3-azabicyclo[3.1.0]hexane-1-carboxamide